imidazo[1,2-a]pyridine-7-carbohydrazide N=1C=CN2C1C=C(C=C2)C(=O)NN